C[C@@]12[C@H](CC[C@H]1[C@@H]1CCC3C[C@H](CC[C@]3(C)[C@H]1CC2)O)O androstane-3β,17β-diol